6-[(2S)-2-aminopropyl]-2,5-dichloro-N-[(furan-2-yl)methyl]-7H-pyrrolo[2,3-d]pyrimidin-4-amine N[C@H](CC1=C(C2=C(N=C(N=C2NCC=2OC=CC2)Cl)N1)Cl)C